C(C)O[Ti](C(CC(=O)COCC)=O)(C(CC(=O)COCC)=O)OC mono-ethoxymono-methoxydi(ethoxyacetoacetyl)titanium (IV)